O=C1NC(CCC1C1=NN(C2=C(C=CC=C12)C(=O)N1CCN(CC1)CC1CCN(CC1)C(=O)OC(C)(C)C)C)=O tert-butyl 4-((4-(3-(2,6-dioxopiperidin-3-yl)-1-methyl-1H-indazole-7-carbonyl)piperazin-1-yl)methyl)piperidine-1-carboxylate